(benzothien-2-yl)-4-(2,4-dichlorophenyl)-2-methyloxazole S1C(=CC2=C1C=CC=C2)C2=C(N=C(O2)C)C2=C(C=C(C=C2)Cl)Cl